N-ethyl-α-methyl-3-(trifluoromethyl)phenethylamine hydrochloride Cl.C(C)NC(CC1=CC(=CC=C1)C(F)(F)F)C